6-(4-((1H-indazol-5-yl)amino)pyrimidin-2-yl)-N-isopropyl-1H-indole-2-carboxamide N1N=CC2=CC(=CC=C12)NC1=NC(=NC=C1)C1=CC=C2C=C(NC2=C1)C(=O)NC(C)C